{2-[(2R,3R,4S,5S,6R)-3,4,5-tris(acetyloxy)-6-(4-{[(hex-5-yn-1-yl)carbamoyl]amino}-2-methylphenoxy)oxan-2-yl]ethyl}phosphonic acid C(C)(=O)O[C@@H]1[C@H](O[C@@H]([C@H]([C@H]1OC(C)=O)OC(C)=O)OC1=C(C=C(C=C1)NC(NCCCCC#C)=O)C)CCP(O)(O)=O